6-(Thiophen-3-yl)imidazo[1,2-a]pyridine S1C=C(C=C1)C=1C=CC=2N(C1)C=CN2